NC1=NC=2C=CC(=CC2C2=C1C=NN2C)C(=O)N([C@@H]2COC1=C2C=CC(=C1)C=1C=NC(NC1)=O)C 4-amino-N,1-dimethyl-N-((3S)-6-(2-oxo-1,2-dihydro-5-pyrimidinyl)-2,3-dihydro-1-benzofuran-3-yl)-1H-pyrazolo[4,3-c]quinoline-8-carboxamide